C[C@H]1CN(CCO1)C(=N)N (S)-2-methylmorpholine-4-carboxamidine